CC1=C(C=CC=C1C)N1CCN(CC1)C(CN1N=C(C2=C1C[C@@H]1[C@H]2C1)C(=O)N1C[C@@H](CC1)C#N)=O (3R)-1-[(3bR,4aR)-1-{2-[4-(2,3-Dimethylphenyl)piperazin-1-yl]-2-oxoethyl}-3b,4,4a,5-tetrahydro-1H-cyclopropa[3,4]cyclopenta[1,2-c]pyrazol-3-carbonyl]pyrrolidin-3-carbonitril